C(C)OC(=O)C1CCC2(OCCO2)CC1.C1(=CC=CC=C1)C1=NNC=C1CNC(C1=CC(=CC=C1)C(F)(F)F)=O N-((3-phenyl-1H-pyrazol-4-yl)methyl)-3-(trifluoromethyl)benzamide ethyl-1,4-dioxaspiro[4.5]decane-8-carboxylate